Cl.CC1=C(C(=O)NC2=C(C=C(C=C2)S(N[C@H](C)C2CCNCC2)(=O)=O)C)C=CC=C1 (R)-2-methyl-N-(2-methyl-4-(N-(1-(piperidin-4-yl)ethyl)sulfamoyl)phenyl)benzamide hydrochloride